C(C(=C)C)(=O)OCCOC1=CC=C(C=C1)OCCOC(C(=C)C)=O 2,2'-(p-phenylenedioxy)-diethyl dimethacrylate